(R)-6-(6-(1-(2,2-difluoro-1-(4-fluorophenyl)propyl)-1H-pyrazol-4-yl)pyrazin-2-yl)-2-(2,5-dimethyl-1H-pyrrol-1-yl)-8-fluoro-[1,2,4]triazolo[1,5-a]pyridine FC([C@@H](C1=CC=C(C=C1)F)N1N=CC(=C1)C1=CN=CC(=N1)C=1C=C(C=2N(C1)N=C(N2)N2C(=CC=C2C)C)F)(C)F